perfluoroheptanone FC(C(C(C(C(C(C(F)(F)F)(F)F)(F)F)(F)F)(F)F)=O)(F)F